[Si](C)(C)(C(C)(C)C)NS(=O)(=O)C1=NC=C2COCCN21 N-(tert-Butyldimethylsilyl)-5,6-dihydro-8H-imidazo[5,1-c][1,4]oxazine-3-sulfonamide